C(#N)C1=C(C=CC=C1)[C@H]([C@@H](C)C=1N(C(C(=C(N1)C(=O)NC=1C=NOC1)O)=O)C)C=1C(=NN(C1)C)F 2-((1s,2r)-1-(2-cyanophenyl)-1-(3-fluoro-1-methyl-1H-pyrazol-4-yl)propan-2-yl)-5-hydroxy-N-(isoxazol-4-yl)-1-methyl-6-oxo-1,6-dihydropyrimidine-4-carboxamide